5-(4-((4-((4-((3,4-dichloro-2-fluorophenyl)amino)-7-methoxyquinazolin-6-yl)oxy)cyclohexyl)Methyl)-2,6-dimethylpiperazin-1-yl)-2-(2,6-dioxopiperidin-3-yl)-6-fluoroisoindoline ClC=1C(=C(C=CC1Cl)NC1=NC=NC2=CC(=C(C=C12)OC1CCC(CC1)CN1CC(N(C(C1)C)C=1C=C2CN(CC2=CC1F)C1C(NC(CC1)=O)=O)C)OC)F